CS(=O)(=O)C1=C(C=CC=C1)N1N=CC(=C1C(F)(F)F)C(=O)N 1-(2-(methylsulfonyl)phenyl)-5-(trifluoromethyl)-1H-pyrazole-4-carboxamide